1-(7H-PURIN-6-YL)PIPERIDINE-3-CARBALDEHYDE N1=CN=C2N=CNC2=C1N1CC(CCC1)C=O